3-[methoxy(methyl)carbamoyl]piperidine-1-carboxylic acid benzyl ester C(C1=CC=CC=C1)OC(=O)N1CC(CCC1)C(N(C)OC)=O